FC=1C(=NC(=NC1)NC1=CC=C(C=N1)CN1CCN(CC1)C(=O)OC)C1=CC2=C(N(N=C2C(=C1)F)C)C(C)C methyl 4-((6-((5-fluoro-4-(7-fluoro-3-isopropyl-2-methyl-2H-indazol-5-yl)pyrimidin-2-yl)amino)pyridin-3-yl)methyl)piperazine-1-carboxylate